bromoisoprene CC(=C)C=CBr